(4-isopropylphenyl)(p-tolyl)iodonium tetrakis(perfluorophenyl)borate FC1=C(C(=C(C(=C1F)F)F)F)[B-](C1=C(C(=C(C(=C1F)F)F)F)F)(C1=C(C(=C(C(=C1F)F)F)F)F)C1=C(C(=C(C(=C1F)F)F)F)F.C(C)(C)C1=CC=C(C=C1)[I+]C1=CC=C(C=C1)C